C1=CC=CC=2C3=CC=CC=C3C(C12)COC(=O)N[C@H](C(=O)O)CC1=CN(C2=C(C=CC=C12)C1=NC=CC=N1)C(=O)OC(C)(C)C (S)-2-((((9H-fluoren-9-yl)methoxy)carbonyl)amino)-3-(1-(tert-butoxycarbonyl)-7-(pyrimidin-2-yl)-1H-indol-3-yl)propanoic acid